(5R)-3-[5-[(3,3-Dimethyl-2H-benzofuran-4-yl)oxy]pyrazin-2-yl]-5-ethyl-5-methylimidazolidin-2,4-dion CC1(COC2=C1C(=CC=C2)OC=2N=CC(=NC2)N2C(N[C@](C2=O)(C)CC)=O)C